FC(C=1C=C(C=CC1)NC1=NC(=NC=C1)N)(F)F N4-(3-(trifluoromethyl)phenyl)pyrimidine-2,4-diamine